cyclopropyl-4-(ethylthio)-N-(5-(methylamino)-2-(trifluoromethyl)pyridin-4-yl)-1H-pyrazole-3-carboxamide C1(CC1)N1N=C(C(=C1)SCC)C(=O)NC1=CC(=NC=C1NC)C(F)(F)F